ClC=1C=C2CN(CC2=CC1)C1=NC2=C(C=C(C=C2C(N1C)=O)C)C(C)NC1=C(C(=O)O)C=CC=C1 ((1-(2-(5-chloroisoindolin-2-yl)-3,6-dimethyl-4-oxo-3,4-dihydroquinazolin-8-yl)ethyl)amino)benzoic acid